ClC=1C=C(C=CC1NC1(COC1)C1=CC=CC=C1)S(=O)(=O)NC=1SC=CN1 3-chloro-4-((3-phenyloxetan-3-yl)amino)-N-(thiazol-2-yl)benzenesulfonamide